ClC1=CC=C(C=C1)C1=NN(CCC1C1=CC=CC=C1)\C(\N=C(\N)/[Se]C)=N/S(=O)(=O)C1=CC=C(C=C1)Cl methyl (Z)-N'-((Z)-(3-(4-chlorophenyl)-4-phenyl-5,6-dihydropyridazin-1(4H)-yl)(((4-chlorophenyl)sulfonyl)imino)methyl)carbamimidoselenoate